[I-].C(C)(C)(C)OC(=O)N1CCC(CC1)C[P+](C1=CC=CC=C1)(C1=CC=CC=C1)C1=CC=CC=C1 ((1-(tert-butoxycarbonyl)piperidin-4-yl)methyl)triphenylphosphonium iodide